C(C)(C)C1=CC=C(C=C1)S(=O)(=O)C(C(=O)O)C(C)C 2-(4-isopropylphenylsulfonyl)-3-methylbutanoic acid